CC1=C(N=CO1)CNC(C1=CC=C(C(=O)N)C=C1)=O N4-((5-methyloxazol-4-yl)methyl)terephthalamide